C(C(C)C)OC(=O)NC1=C2N=CN(C2=NC=N1)C[C@@H](C)OCP1(OCC(CO1)CC(=O)OCC)=O (R)-ethyl 2-(2-(((1-(6-((isobutoxycarbonyl)amino)-9H-purin-9-yl)propan-2-yl)oxy)methyl)-2-oxo-1,3,2-dioxaphosphinan-5-yl)acetate